C(C1=CC=CC=C1)N1N=C2C=C(C=C(C2=C1)Cl)C(=O)O 2-benzyl-4-chloro-2H-indazole-6-carboxylic acid